CC=1SC(=CN1)C1(CC1)C(F)(F)F methyl-5-[1-(trifluoromethyl)cyclopropyl]thiazol